5-(1-fluoro-2-methylpropan-2-yl)-1,2,4-oxadiazole-3-carboxylic acid ethyl ester C(C)OC(=O)C1=NOC(=N1)C(CF)(C)C